COC=1C=C2C(=CNC2=CC1)CCN(C(C)C)C(C)C N-[2-(5-methoxy-1H-indol-3-yl)ethyl]-N-propan-2-yl-propan-2-amine